C(CC)(=O)OC=1C(=NC=CC1OC)C(N[C@H](C(=O)NN(C)C(C1=CC(=CC=C1)C)C1=CC(=CC=C1)C)C)=O (S)-2-((1-(2-(bis(3-methylphenyl)methyl)-2-methylhydrazineyl)-1-oxopropan-2-yl)carbamoyl)-4-methoxypyridin-3-yl propionate